glycerol tris(2-iodoisobutyrate) IC(C(=O)OCC(OC(C(C)(C)I)=O)COC(C(C)(C)I)=O)(C)C